(S)-4-(6-((1-(4-(difluoromethyl)phenyl)-4-methyl-1H-1,2,3-triazol-5-yl)methoxy)pyridazin-3-yl)piperazine-2-carboxylic acid FC(C1=CC=C(C=C1)N1N=NC(=C1COC1=CC=C(N=N1)N1C[C@H](NCC1)C(=O)O)C)F